COC(CNC1=C(C=C(C(=C1)Br)Cl)[N+](=O)[O-])=O N-(5-bromo-4-chloro-2-nitrophenyl)glycine methyl ester